C(C)(C)C1NCCN(CC1)C1=NC=C(C(=N1)NC=1C=C2C=NNC2=CC1)C N-(2-(5-isopropyl-1,4-diazepan-1-yl)-5-methylpyrimidin-4-yl)-1H-indazol-5-amine